C(C)C1CC2=C(NN=C2C(=O)O)CO1 5-ethyl-1,4,5,7-tetrahydropyrano[3,4-c]pyrazole-3-carboxylic acid